Racemic-1-(2-fluorophenyl)-3-(isoquinolin-4-yl)-2-oxoimidazoline-4-carbonitrile FC1=C(C=CC=C1)N1C(N([C@H](C1)C#N)C1=CN=CC2=CC=CC=C12)=O |r|